CC(=C)C1CC=C(CC1)C=O L-4-(1-Methylethenyl)-1-Cyclohexene-1-Carboxaldehyde